2-allylthio-1-(2-chlorophenyl)ethane-1-one 4-(4-(3,3,3-trifluoropropyl)piperazin-1-yl)picolinate FC(CCN1CCN(CC1)C1=CC(=NC=C1)C(=O)O)(F)F.C(C=C)SCC(=O)C1=C(C=CC=C1)Cl